3-(acryloyloxy)propyldimethoxyphenylsilane C(C=C)(=O)OCCC[Si](C1=CC=CC=C1)(OC)OC